C(C)/C(=C(/C(=O)[O-])\CC)/C(=O)[O-].[P+3].C(C)/C(=C(/C(=O)[O-])\CC)/C(=O)[O-].C(C)/C(=C(/C(=O)[O-])\CC)/C(=O)[O-].[P+3] phosphorus (diethyl maleate)